C(C1=CC=CC=C1)OCC(C)(C)NC(OC(C)(C)C)=O tert-butyl [1-(benzyloxy)-2-methylpropan-2-yl]carbamate